[2,3'-bipyridine]-4-carboxamide N1=C(C=C(C=C1)C(=O)N)C=1C=NC=CC1